6-(4-((3-(1H-pyrazol-4-yl)phenyl)amino)pyrimidin-2-yl)-N-isopropyl-1H-indole-2-carboxamide N1N=CC(=C1)C=1C=C(C=CC1)NC1=NC(=NC=C1)C1=CC=C2C=C(NC2=C1)C(=O)NC(C)C